CC1(OB(OC1(C)C)C1=C2CN(CC2=CC=C1)C(=O)OC(C)(C)C)C t-butyl 4-(4,4,5,5-tetramethyl-1,3,2-dioxaborolan-2-yl)isoindoline-2-carboxylate